2-((3-(3-isopropyl-2-(8-methoxy-[1,2,4]triazolo[1,5-a]pyridin-6-yl)-1H-indol-5-yl)cyclobutyl)amino)-N,N-dimethylacetamide C(C)(C)C1=C(NC2=CC=C(C=C12)C1CC(C1)NCC(=O)N(C)C)C=1C=C(C=2N(C1)N=CN2)OC